ClC1=C(C=C(N=N1)CNC1CCOCC1)C N-[(6-chloro-5-methyl-pyridazin-3-yl)methyl]tetrahydropyran-4-amine